CC1(C(C1(C)C)C(=O)OCC1=C(C(=C(C(=C1C)F)COC)F)C)C 3,5-difluoro-2,6-dimethyl-4-methoxymethylbenzyl 2,2,3,3-tetramethylcyclopropanecarboxylate